3-(methacryloyloxymethyl)octane C(C(=C)C)(=O)OCC(CC)CCCCC